1-(cyclopent-2,4-dien-1-yl)-1,1,2,2-tetramethyl-2-(1,5,6,7-tetrahydro-s-indacen-1-yl)disilane C1(C=CC=C1)[Si]([Si](C1C=CC2=CC=3CCCC3C=C12)(C)C)(C)C